C(C1=CC=CC=C1)OC=1C=C(OC[C@@H](CNCCOCCOCCNC(C=C(C=CC=C(C=CC2=C(CCCC2(C)C)C)C)C)=O)O)C=CC1OCC1=CC=CC=C1 N-(2-(2-(2-(((R)-3-(3,4-bis(benzyloxy)phenoxy)-2-hydroxypropyl)amino)ethoxy)ethoxy)ethyl)-3,7-dimethyl-9-(2,6,6-trimethylcyclohex-1-en-1-yl)nona-2,4,6,8-tetraenamide